(6-(4-(3H-imidazo[4,5-b]pyridin-7-yl)-1H-pyrazol-1-yl)pyridin-3-yl)-2,2,2-trifluoro-N,N-dimethylethylamine N1=CNC2=NC=CC(=C21)C=2C=NN(C2)C2=CC=C(C=N2)C(C(F)(F)F)N(C)C